2,3-Dihydro-9,10-dihydroxy-1,4-anthracenedione OC=1C2=CC=CC=C2C(=C2C(CCC(C12)=O)=O)O